C(CCCCCCCCCCCCCCC)C1CC(CCC1)C 1-hexadecyl-3-methylcyclohexane